C(C)C1(CC2CCC3C4CCCC(C4(CCC3C2(CC1)C)C)[C@H](C)CC[C@H](C(C)C)O)O 2-ethyl-7-((2R,5R)-5-hydroxy-6-methylheptan-2-yl)-4a,6a-dimethyloctadecahydrochrysen-2-ol